4-hydroxy-3-(5-(1-((2-(trimethylsilyl)ethoxy)methyl)-1H-1,2,4-triazol-5-yl)pyridin-3-yl)phenyl cyclopentylcarbamate C1(CCCC1)NC(OC1=CC(=C(C=C1)O)C=1C=NC=C(C1)C1=NC=NN1COCC[Si](C)(C)C)=O